ICCC[Si](OC)(OC)CC iodopropyl-ethyl-dimethoxysilane